NC=1C=CC(=C(C1)C1=CC2=C(N=C(N=C2)NC)N2C1=NCC2)Cl 6-(5-amino-2-chlorophenyl)-N-methyl-8,9-dihydroimidazo[1',2':1,6]pyrido[2,3-d]pyrimidin-2-amine